C(C=C)[C@H]1COCCC1=O (S)-3-ALLYLDIHYDRO-2H-PYRAN-4(3H)-ONE